C(C1CO1)OCCCC[Si](OCCC)(OCCC)OCCC δ-glycidoxybutyltripropoxysilane